N-[(3S,4R)-1,3-dimethyl-4-piperidyl]-6-[3-(2-methoxy-4-methylsulfonyl-anilino)prop-1-ynyl]-1-(2,2,2-trifluoroethyl)indol-4-amine CN1C[C@@H]([C@@H](CC1)NC=1C=2C=CN(C2C=C(C1)C#CCNC1=C(C=C(C=C1)S(=O)(=O)C)OC)CC(F)(F)F)C